tetrabromogold Br[Au](Br)(Br)Br